5-(4-acetyl-3-bromophenyl)oxazole-4-carboxylic acid C(C)(=O)C1=C(C=C(C=C1)C1=C(N=CO1)C(=O)O)Br